6-amino-3-pyridinecarbonitrile NC1=CC=C(C=N1)C#N